O=C1C(CCCC1)CC#N 2-(2-oxo-cyclohexyl)acetonitrile